3-{2,5-difluoro-4-[(1,2,4-thiadiazol-5-yl)sulfamoyl]phenoxy}-N-methyl-5-(trifluoromethyl)benzamide FC1=C(OC=2C=C(C(=O)NC)C=C(C2)C(F)(F)F)C=C(C(=C1)S(NC1=NC=NS1)(=O)=O)F